2-methyl-2-propen-1-sulfonic acid sodium salt [Na+].CC(CS(=O)(=O)[O-])=C